1-octyl-2-butylpyridinium fluoride [F-].C(CCCCCCC)[N+]1=C(C=CC=C1)CCCC